CCCCC/C=C\C/C=C\C/C=C\C/C=C\CCCCCC(=O)NCCO N-docosatetraenoylethanolamine